C(C)(C)(C)OC(=O)N1CCN(CC1)C=1SC2=C(N1)C(=C(N2)C=2C(=C(C=1N(C2)N=CN1)C)C)C(C)C 4-(5-(7,8-dimethyl-[1,2,4]triazolo[1,5-a]pyridin-6-yl)-6-isopropyl-4H-pyrrolo[3,2-d]thiazol-2-yl)piperazine-1-carboxylic acid tert-butyl ester